BrC1=C(C=C(C=C1)/C=C/C(=O)N=[N+]=[N-])OC (E)-3-(4-bromo-3-methoxy-phenyl)prop-2-enoyl azide